N[C@@H]1C(N(C2=C(OC1)C=C1C(=C2)OC(=N1)C1CC1)C)=O (S)-7-amino-2-cyclopropyl-9-methyl-6,7-dihydrooxazolo[5',4':4,5]Benzo[1,2-b][1,4]oxazepine-8(9H)-one